N1CC(C1)OC1=NC(=CN=C1)C 2-(azetidin-3-yloxy)-6-methylpyrazine